CS(=O)(=O)N1CCN(CC1)C1=CC(=NC=2N1N=CC2)N2[C@@H](COCC2)C (3R)-4-[7-(4-methanesulfonylpiperazin-1-yl)pyrazolo[1,5-a]pyrimidin-5-yl]-3-methylmorpholine